ClC1=CC(=C2C(=CNC2=C1Cl)C=1C=NNC1)NC(C)=O N-[6,7-dichloro-3-(1H-pyrazol-4-yl)-1H-indol-4-yl]acetamide